(2-(methylsulfonyl)-2-azaspiro[3.3]heptan-6-yl)amino-8-(spiro[2.4]heptan-4-yl)pyrido[2,3-d]pyrimidin-7(8H)-one CS(=O)(=O)N1CC2(C1)CC(C2)NC=2N=CC1=C(N2)N(C(C=C1)=O)C1C2(CC2)CCC1